F[C@H]1[C@H](CN(C1)C)NC1=NN2C(C(=N1)OC)=C(C=C2)C=2C=CC=1N(C2)C=CN1 N-((3S,4R)-4-fluoro-1-methylpyrrolidin-3-yl)-5-(imidazo[1,2-a]pyridin-6-yl)-4-methoxypyrrolo[2,1-f][1,2,4]triazin-2-amine